C(#N)C[C@@H]1N(CCN(C1)C=1C2=C(N=C(N1)OC[C@H]1CN([C@@H](CO1)C)C)CN(CC2)C2=CC=CC1=CC=CC=C21)C(=O)OCC2=CC=CC=C2 Benzyl (S)-2-(cyanomethyl)-4-(2-(((2R,5R)-4,5-dimethylmorpholin-2-yl)methoxy)-7-(naphthalen-1-yl)-5,6,7,8-tetrahydropyrido[3,4-d]pyrimidin-4-yl)piperazine-1-carboxylate